NC1=C(C(=O)NC(C)C)C=C(C=N1)C1=C(C=C(C=C1)NC(C(O)C1=CC(=CC=C1)CC)=O)Cl 2-amino-5-(2-chloro-4-(2-(3-ethyl-phenyl)-2-hydroxyacetamido)phenyl)-N-isopropylnicotinamide